tris(N,N-tetramethylene)phosphoric acid triamide C1CCN(C1)P(=O)(N2CCCC2)N3CCCC3